4-(phenylethynyl)piperidin-4-ol trifluoroacetate salt FC(C(=O)O)(F)F.C1(=CC=CC=C1)C#CC1(CCNCC1)O